ICCOCC1=CC=C(COCCSC2=C3CNC(C3=CC=C2)=O)C=C1 4-((2-((4-((2-iodoethoxy)methyl)benzyl)oxy)ethyl)thio)-1-oxoisoindolin